CCN1CCN(C(=O)C1=O)C(=O)N[C@H](C2=CC=C(C=C2)O)C(=O)N[C@H]3[C@@H]4N(C3=O)C(=C(CS4)CSC5=NN=NN5C)C(=O)O The molecule is a semi-synthetic parenteral cephalosporin with a tetrazolyl moiety that confers beta-lactamase resistance. It has a role as an antibacterial drug.